C(C)(C)(C)N1N=C(C=C1C)NC1=CC(=C(C(=N1)C[C@@]1(C[C@H](N(CC1)C(=O)OC(C)(C)C)C)C(=O)OC(C)(C)C)F)C=C di-tert-butyl (2R,4R)-4-((6-((1-(tert-butyl)-5-methyl-1H-pyrazol-3-yl) amino)-3-fluoro-4-vinylpyridin-2-yl) methyl)-2-methylpiperidine-1,4-dicarboxylate